FC=1C(=NC(=NC1)N[C@H]1[C@@H](COCC1)O)C=1C=C2C(=C(C=NC2=CC1)CNC1=NC=CC=N1)C(C)C (3S,4R)-4-((5-fluoro-4-(4-isopropyl-3-((pyrimidin-2-ylamino)methyl)quinolin-6-yl)pyrimidin-2-yl)amino)tetrahydro-2H-pyran-3-ol